3-(3,5-bis(trifluoromethyl)phenyl)-1-(1-methyl-4-nitro-1H-imidazol-5-yl)-5-(methylthio)-1H-1,2,4-triazole FC(C=1C=C(C=C(C1)C(F)(F)F)C1=NN(C(=N1)SC)C1=C(N=CN1C)[N+](=O)[O-])(F)F